2-(4-(difluoromethoxy)-phenyl)-6-methylpyrimidine-4-carboxylic acid FC(OC1=CC=C(C=C1)C1=NC(=CC(=N1)C(=O)O)C)F